2'-[6-amino-5-(difluoromethoxy)pyridin-3-yl]-N-(1-benzylcyclobutyl)-5',6'-dihydrospiro[azetidine-3,4'-pyrrolo[1,2-b]pyrazole]-1-carboxamide NC1=C(C=C(C=N1)C=1C=C2N(N1)CCC21CN(C1)C(=O)NC1(CCC1)CC1=CC=CC=C1)OC(F)F